Cl.NC(C(=O)N1CCN(CC1)C(=O)NC1=NC(N(C=C1)C1=CC=C(C=C1)CCN[C@@H]1CC[C@H](CC1)N)=O)(C)C 4-(2-Amino-2-methylpropanoyl)-N-(1-(4-(2-((trans-4-aminocyclohexyl)amino)ethyl)phenyl)-2-oxo-1,2-dihydropyrimidin-4-yl)piperazine-1-carboxamide hydrochloride salt